2-amino-5-[2,6-difluoro-3-[(2,2,2-trifluoroacetyl)amino]phenoxy]benzoic acid NC1=C(C(=O)O)C=C(C=C1)OC1=C(C(=CC=C1F)NC(C(F)(F)F)=O)F